ClC1=NC=C(C(=C1)C1=C(C=NC(=C1)C)C(=O)NC=1SC(=NN1)CCS(=O)(=O)C)OC 2'-chloro-5'-methoxy-6-methyl-N-(5-(2-(methylsulfonyl)ethyl)-1,3,4-thiadiazol-2-yl)-(4,4'-bipyridine)-3-carboxamide